CS(=O)(=O)OC(C1=C(C(=CC=C1OC)F)F)S(=O)(=O)C methanesulfonyl-2,3-difluoro-6-methoxybenzyl methanesulfonate